FC1(CCN(CC1)C(=O)C=1C=C2C=CC=C(C2=CC1)C1=CC(=C(C(=O)NC)C=C1)F)F 4-(6-(4,4-difluoropiperidine-1-carbonyl)naphthalen-1-yl)-2-fluoro-N-methylbenzamide